CC1=C(NCCC(C#N)C#N)C=CC=C1C 2,3-dimethyl-dicyanopropyl-aniline